C1(=CC=CC=C1)N1N=C2C(=N1)C=CC=C2 phenyl-2H-benzotriazole